6-chloro-pyridine-2-carboxylic acid (3-diethylamino-propyl)amide C(C)N(CCCNC(=O)C1=NC(=CC=C1)Cl)CC